CC1=NC=C(C2=C1CC(C2)C=O)C 1,4-dimethyl-6,7-dihydro-5H-cyclopenta[c]pyridine-6-carbaldehyde